cyclopenta[e]benzotriazole-7-carboxylate N1=NN=C2C1=C1C(C=C2)=CC(=C1)C(=O)[O-]